NC1(CCC1)C1=CC=C(C=C1)N1C(=NC=2C1=NC(=CC2)C=2C=C(C=CC2)CCC(=O)NCCCCCCNC2=C1C(N(C(C1=CC=C2)=O)C2C(NC(CC2)=O)=O)=O)C=2C(=NC=CC2)N 3-(3-(3-(4-(1-aminocyclobutyl)phenyl)-2-(2-aminopyridin-3-yl)-3H-imidazo[4,5-b]pyridin-5-yl)phenyl)-N-(6-((2-(2,6-dioxopiperidin-3-yl)-1,3-dioxoisoindolin-4-yl)amino)hexyl)propanamide